2-ethyl-octan-1-ol C(C)C(CO)CCCCCC